2-methyl-2-(2-chlorobenzyl)-1,3-cyclopentanedione CC1(C(CCC1=O)=O)CC1=C(C=CC=C1)Cl